1,4,7,10-Tetraazacyclododecane-1,4,7-tris-acetic acid N1(CCN(CCN(CCNCC1)CC(=O)O)CC(=O)O)CC(=O)O